5-[4-[6-(cyclopropylmethoxy)-2-pyridinyl]-2,6-difluoro-anilino]pentanoic acid C1(CC1)COC1=CC=CC(=N1)C1=CC(=C(NCCCCC(=O)O)C(=C1)F)F